FC1=CC=C(C=C1)C1C(N(CCN1)C(=O)C1(CC1)C(F)(F)F)C [3-(4-fluorophenyl)-2-methyl-piperazin-1-yl]-[1-(trifluoromethyl)cyclopropyl]methanone